4-CYCLOPROPOXY-2-FORMYLNICOTINAMIDE C1(CC1)OC1=CC=NC(=C1C(=O)N)C=O